C(C)[C@@H]1N(CCNC1)C1=CC(N(C=2C=CC(=NC12)C#N)C)=O (S)-8-(2-ethylpiperazin-1-yl)-5-methyl-6-oxo-5,6-dihydro-1,5-naphthyridine-2-carbonitrile